3-(2-Fluorophenyl)-6,7-dihydro-5H-pyrazolo[5,1-b][1,3]oxazine-2-carboxylic acid FC1=C(C=CC=C1)C=1C(=NN2C1OCCC2)C(=O)O